O=C1N(CCC1)CCCN(C1=CC=C(C=N1)C1=NC=2N(C(N(C(C2N1)=O)CCCOC)=O)CCC)C(=O)C=1C=NC(=CC1)Cl 8-(6-{N-[3-(2-Oxo-1-pyrrolidinyl)propyl](6-chloro-3-pyridyl)carbonylamino}-3-pyridyl)-1-(3-methoxypropyl)-3-propylxanthine